C1(C=CC(N1CCC(NCCOCCOCCC(=O)ON1C(CCC1=O)=O)=O)=O)=O succinimidyl 13-maleimido-11-oxo-4,7-dioxa-10-azatridecanoate